(E)-(3-(1-(3-chlorophenyl)-3-(2-methoxyphenyl)-1H-pyrazol-4-yl)acryloyl)-L-tryptophan methyl ester COC([C@@H](NC(\C=C\C=1C(=NN(C1)C1=CC(=CC=C1)Cl)C1=C(C=CC=C1)OC)=O)CC1=CNC2=CC=CC=C12)=O